C(C)OC(C1=NN=C2N1C=C(N=C2)C=2C=NC(=CC2)O[C@H](CC)C(F)(F)F)(F)F |r| 3-[ethoxy(difluoro)methyl]-6-[6-[rac-(1R)-1-(trifluoromethyl)propoxy]-3-pyridyl]-[1,2,4]triazolo[4,3-a]pyrazine